C(C=C)OC(C[C@@H](C(=O)NCCC1=CC2=C(OCO2)C=C1)NC(=O)OC(C)(C)C)=O.C(C)C1=C(C1)CC 1,2-diethyl-cyclopropene Allyl-(S)-4-((2-(benzo[d][1,3]dioxol-5-yl)ethyl)amino)-3-((tert-butoxycarbonyl)amino)-4-oxobutanoate